(R)-2-(6-methoxynaphthalene-2-yl)propionic acid COC=1C=C2C=CC(=CC2=CC1)[C@H](C(=O)O)C